NC1=NC2=C(N1)C=C(C=C2)CNC(CC2C(C(=NC=C2C2=CC(=CC=C2)C#N)NCCC2=CC=CC=C2)=O)=O N-((2-amino-1H-benzo[d]imidazol-6-yl)methyl)-2-(5-(3-cyanophenyl)-3-oxo-2-(phenethylamino)-3,4-dihydropyridin-4-yl)acetamide